N-((3S,4R)-3-fluoropiperidin-4-yl)-2-(5-(((4-(methylsulfonyl)phenyl)amino)methyl)-1,2,4-oxadiazol-3-yl)-1-(2,2,2-trifluoroethyl)-1H-indol-4-amine F[C@H]1CNCC[C@H]1NC=1C=2C=C(N(C2C=CC1)CC(F)(F)F)C1=NOC(=N1)CNC1=CC=C(C=C1)S(=O)(=O)C